2-(3-fluorophenyl)acetonitrile FC=1C=C(C=CC1)CC#N